(R)-N-(1-(3-(difluoro(1-isopropylpiperidin-4-yl)methyl)phenyl)ethyl)-6-(4-isopropylpiperazin-1-yl)-7-methoxypyrido[2,3-d]pyrimidin-4-amine FC(C=1C=C(C=CC1)[C@@H](C)NC=1C2=C(N=CN1)N=C(C(=C2)N2CCN(CC2)C(C)C)OC)(C2CCN(CC2)C(C)C)F